NC=1C2=C(N=CN1)N(C(=C2C(=O)NC2=CC=C(C=C2)COC)C#CC2=CC=CC=C2)C2(CC2)C 4-amino-N-(4-(methoxymethyl)phenyl)-7-(1-methylcyclopropyl)-6-(phenylethynyl)-7H-pyrrolo[2,3-d]pyrimidine-5-carboxamide